(7R,12S)-7,12-bis(Mercaptomethyl)-3,6,9,10,13,16-hexathiaoctadecane-1,18-dithiol SC[C@@H](SCCSCCS)CSSC[C@@H](SCCSCCS)CS